5-[(pyridin-2-yl)amino]-1H-pyrazole-4-carboxamide N1=C(C=CC=C1)NC1=C(C=NN1)C(=O)N